CN1CCC(CC1)NC(C1=CC=C(C=C1)N1N=C(C(C1=O)NNC1=CC=CC=C1)C1=CC=CC=C1)=O N-(1-methylpiperidin-4-yl)-4-(5-oxo-3-phenyl-4-(2-phenylhydrazino)-4,5-dihydro-1H-pyrazol-1-yl)benzamide